FC=1C=C(C=CC1)C1=CC=C(S1)C=O 5-(3-fluorophenyl)thiophene-2-carbaldehyde